C1(=CC=C(C=C1)C(C)N1C(N([C@H]2[C@@H]1COC2=O)C(C)C2=CC=C(C=C2)C)=O)C (3aS,6aR)-1,3-bis(1-p-tolylethyl)-tetrahydro-4H-furo[3,4-d]imidazole-2,4(1H)-dione